tert-butyl (2S,3R,6S)-6-methyl-2-(1-methyltriazol-4-yl)-4-oxo-piperidine-3-carboxylate C[C@H]1CC([C@@H]([C@H](N1)C=1N=NN(C1)C)C(=O)OC(C)(C)C)=O